4-(butylamino)-2-isopropyl-N-(5-nitrothiophen-2-yl)benzamide C(CCC)NC1=CC(=C(C(=O)NC=2SC(=CC2)[N+](=O)[O-])C=C1)C(C)C